stearyl (3,5-di-tert-butyl-4-hydroxyphenyl)-propionate C(C)(C)(C)C=1C=C(C=C(C1O)C(C)(C)C)C(C(=O)OCCCCCCCCCCCCCCCCCC)C